4-(((9-((2R,4S,5R)-4-((tert-butyldimethylsilyl)oxy)-5-((((S)-chloro(dimethylamino)phosphoryl)oxy)methyl)tetrahydrofuran-2-yl)-2-isobutyramido-9H-purin-6-yl)oxy)methyl)phenyl pivalate C(C(C)(C)C)(=O)OC1=CC=C(C=C1)COC1=C2N=CN(C2=NC(=N1)NC(C(C)C)=O)[C@@H]1O[C@@H]([C@H](C1)O[Si](C)(C)C(C)(C)C)CO[P@@](=O)(N(C)C)Cl